BrC=1C=CC(=NC1)NC(C1=NC(=CC=C1)N1C=NN=C1)=O N-(5-bromopyridin-2-yl)-6-(4H-1,2,4-triazol-4-yl)picolinamide